OC1=CC=C(C=C1)C1(CC(C2=CC=C(C=C12)O)(C)C)C 3-(4-Hydroxyphenyl)-1,1,3-trimethyl-5-indanol